[PH2](OC(C1=C(C(=C(C=C1C)C)CC)C)=O)=O ethyl-(2,4,6-trimethylbenzoyl) phosphinate